6-(1-(oxetan-3-yl)-1H-pyrazolo[3,4-b]pyrazin-6-yl)-2-(2-(trifluoromethyl)pyridin-4-yl)-2,6-diazaspiro[3.4]octan-5-one O1CC(C1)N1N=CC=2C1=NC(=CN2)N2C(C1(CN(C1)C1=CC(=NC=C1)C(F)(F)F)CC2)=O